C1(CCCCC1)C1=CC=C(CN(C(=O)[C@@H]2N(CC2)S(=O)(=O)C2=C(C(=C(C(=C2F)F)F)F)F)C2=CC=C(C(=O)O)C=C2)C=C1 (R)-4-(N-(4-cyclohexylbenzyl)-1-((perfluorophenyl)sulfonyl)azetidine-2-carboxamido)benzoic acid